3-ethylpent-2-en-1-ol C(C)C(=CCO)CC